tert-butyl({1-[6-(6-methoxy-2-methylquinolin-7-yl)-1,2,4-triazin-3-yl]pyrrolidin-3-yl}methyl)amine C(C)(C)(C)NCC1CN(CC1)C=1N=NC(=CN1)C1=C(C=C2C=CC(=NC2=C1)C)OC